COC=1C=C(C=CC1[N+](=O)[O-])C(=C)N1CCOCC1 4-(1-(3-methoxy-4-nitrophenyl)vinyl)morpholine